OC(CCCCCCCCCCCCCCCCCC(=O)O)CCC(CCCCC)O 19,22-Dihydroxyheptacosanoic acid